NC=1C(=NC2=C(C(=C(C=C2C1N(C1C2CN(C1C2)C(=O)OC(C)(C)C)C(=O)OC(C)(C)C)I)Br)F)O[C@@H](C)[C@H]2N(CCC2)C tert-Butyl (endo)-5-((3-amino-7-bromo-8-fluoro-6-iodo-2-((S)-1-((S)-1-methylpyrrolidin-2-yl)ethoxy)quinolin-4-yl)(tert-butoxycarbonyl)amino)-2-azabicyclo[2.1.1]hexane-2-carboxylate